2',3',4',5,6-pentahydroxy-[1,1'-biphenyl]-2-carboxic acid OC1=C(C=CC(=C1O)O)C=1C(=CC=C(C1O)O)C(=O)O